(S)-6-((5-azaspiro[2.4]heptan-5-yl)methyl)-2-cyclopropyl-N-(3-(3-(fluoro(4-methyl-4H-1,2,4-triazol-3-yl)methyl)oxetan-3-yl)phenyl)pyrimidine-4-carboxamide C1CC12CN(CC2)CC2=CC(=NC(=N2)C2CC2)C(=O)NC2=CC(=CC=C2)C2(COC2)[C@@H](C2=NN=CN2C)F